(benzofuran-3-yl)-N-(5-fluoro-1H-indol-3-yl)isoindoline-2-carboxamide O1C=C(C2=C1C=CC=C2)C2N(CC1=CC=CC=C21)C(=O)NC2=CNC1=CC=C(C=C21)F